C(C)(C)(C)OC(=O)N1CCC(CC1)C=1N=CC=C2C1N(C(=C2)CO)CC2CC2 4-(1-(cyclopropylmethyl)-2-(hydroxymethyl)-1H-pyrrolo[2,3-c]pyridin-7-yl)piperidine-1-carboxylic acid tert-butyl ester